pentaerythritol tetrakis(3-(3,5-di-hydroxyphenyl)Tert-butyl-4-hydroxyphenyl)propionate Iridium [Ir].OC=1C=C(C=C(C1)O)C=1C(=C(C=CC1O)C(C(C(=O)OCC(CO)(CO)CO)(C1=C(C(=C(C=C1)O)C1=CC(=CC(=C1)O)O)C(C)(C)C)C1=C(C(=C(C=C1)O)C1=CC(=CC(=C1)O)O)C(C)(C)C)C1=C(C(=C(C=C1)O)C1=CC(=CC(=C1)O)O)C(C)(C)C)C(C)(C)C